O[C@@H]1C[C@H](NC1)C(=O)O (2S,4R)-4-hydroxytetrahydropyrrole-2-carboxylic acid